FC=1C(=NC(=NC1)NC1=NC=C(C=C1)N1CC2(C1)CN(CC2)C)C2=C(C1=C(C3(N(C1=O)C)CC3)S2)C 2'-(5-Fluoro-2-((5-(6-methyl-2,6-diazaspiro[3.4]octan-2-yl)pyridin-2-yl)amino)pyrimidin-4-yl)-3',5'-dimethylspiro[cyclopropane-1,6'-thieno[2,3-c]pyrrol]-4'(5'H)-one